COC=1C=C(C=C(C1)OC)C1=CC=C2C(=NN(C2=C1)C)NC(C1=CC=CC=C1)=O N-(6-(3,5-dimethoxyphenyl)-1-methyl-1H-indazol-3-yl)benzamide